[(1S)-2,2-Difluorocyclopropyl][(1R,5S)-3-{2-[(1-Methyl-1H-pyrazol-4-yl)amino]pyrimidin-4-yl}-3,8-diazabicyclo[3.2.1]oct-8-yl]methanon FC1([C@@H](C1)C(=O)N1[C@H]2CN(C[C@@H]1CC2)C2=NC(=NC=C2)NC=2C=NN(C2)C)F